4-{3-(cyanomethyl)-3-[4-(7H-pyrrolo[2,3-d]pyrimidin-4-yl)-1H-pyrazol-1-yl]azetidin-1-yl}-N-(4-methyl-1,3-thiazol-2-yl)piperidine-1-carboxamide C(#N)CC1(CN(C1)C1CCN(CC1)C(=O)NC=1SC=C(N1)C)N1N=CC(=C1)C=1C2=C(N=CN1)NC=C2